5-(4-bromo-3-trifluoromethylphenyl)-5-methylimidazolidine-2,4-dione BrC1=C(C=C(C=C1)C1(C(NC(N1)=O)=O)C)C(F)(F)F